C1(CC1)OC1=C(C=C(C(=C1)[C@@H]1[C@H](C1)C(F)(F)F)F)N1C(C=CC2=CC(=CC=C12)S(=O)(=O)NC1=NOC=C1)=O (P)-1-(2-CYCLOPROPOXY-5-FLUORO-4-((1S,2S)-2-(TRIFLUOROMETHYL)CYCLOPROPYL)PHENYL)-N-(ISOXAZOL-3-YL)-2-OXO-1,2-DIHYDROQUINOLINE-6-SULFONAMIDE